BrC1=CC(=C(C=C1)N1CCC(CC1)C=O)F 1-(4-Bromo-2-fluorophenyl)piperidine-4-carbaldehyde